C(#N)C=1C=C2C(=CNC2=CC1)C[C@@H](C(=O)N[C@H](C(=O)OC(C)C)CCC(C=[N+]=[N-])=O)O isopropyl (S)-2-((S)-3-(5-cyano-1H-indol-3-yl)-2-hydroxypropanamido)-6-diazo-5-oxohexanoate